4-(6-(4-benzylpiperazin-1-yl)pyridin-3-yl)-3-methyl-6-(1-methyl-1H-pyrazol-4-yl)pyrazolo[1,5-a]pyridine C(C1=CC=CC=C1)N1CCN(CC1)C1=CC=C(C=N1)C=1C=2N(C=C(C1)C=1C=NN(C1)C)N=CC2C